1-[(5-fluoro-3-pyridinyl)methyl]-3-methyl-6-(m-tolyl)imidazo[4,5-b]pyridin-2-one FC=1C=C(C=NC1)CN1C(N(C2=NC=C(C=C21)C=2C=C(C=CC2)C)C)=O